3-methoxy-4-(pyrrolidin-2-yl)-1H-pyrazole COC1=NNC=C1C1NCCC1